C(#N)[C@H]1[C@@H](C1)C(=O)NC=1C=NC(=NC1)C=1C=NN(C1NC(O[C@H](C)C=1C(=NC=C(C1)F)F)=O)C (R)-1-(2,5-difluoropyridin-3-yl)ethyl (4-(5-((1R,2R)-2-cyanocyclopropane-1-carboxamido)pyrimidin-2-yl)-1-methyl-1H-pyrazol-5-yl)carbamate